1-Benzyl-6-((1-benzyl-1,2,3,4-tetrahydroquinolin-6-yl)methyl)-7-bromo-1,2,3,4-tetrahydroquinoline C(C1=CC=CC=C1)N1CCCC2=CC(=C(C=C12)Br)CC=1C=C2CCCN(C2=CC1)CC1=CC=CC=C1